6-Isooctyloxy-2,4,8,10-tetra-tert-butyl-12H-di-benz[d,g]-1,3,2-dioxaphosphocin C(CCCCC(C)C)OP1OC2=C(CC3=C(O1)C(=CC(=C3)C(C)(C)C)C(C)(C)C)C=C(C=C2C(C)(C)C)C(C)(C)C